tert-butyl (4S)-4-(1-fluoroethyl)-2,2-dimethyloxazolidine-3-carboxylate FC(C)[C@H]1N(C(OC1)(C)C)C(=O)OC(C)(C)C